6-(3-amino-5-fluoro-6-(3-((3-methoxyazetidin-1-yl)methyl)-4-(tetrahydro-2H-pyran-4-yl)phenyl)pyrazin-2-yl)-8-fluoro-3,4-dihydroisoquinolin-1(2H)-one NC=1C(=NC(=C(N1)F)C1=CC(=C(C=C1)C1CCOCC1)CN1CC(C1)OC)C=1C=C2CCNC(C2=C(C1)F)=O